2-[4-(6-Isobutoxy-1'-methyl-6'-oxo-1',6'-dihydro-[3,4']bipyridinyl-3'-yl)-pyrazol-1-yl]-benzonitrile C(C(C)C)OC1=CC=C(C=N1)C=1C(=CN(C(C1)=O)C)C=1C=NN(C1)C1=C(C#N)C=CC=C1